COC=1C=C(C=C(C1)OC(F)(F)F)N1CC2=CC=C(C=C2CC1)CCC(=O)O 3-(2-(3-methoxy-5-(trifluoromethoxy)phenyl)-1,2,3,4-tetrahydroisoquinolin-6-yl)propionic acid